FC=1C=C(C=CC1F)N1CC2(C=3C1=NC=C(N3)C(=O)N3C(CN(CC3)C3=CC=C(C=N3)CC(=O)O)(C)C)CCCC2 2-(6-(4-(5'-(3,4-difluorophenyl)-5',6'-dihydrospiro[cyclopentane-1,7'-pyrrolo[2,3-b]pyrazine]-2'-carbonyl)-3,3-dimethylpiperazin-1-yl)pyridin-3-yl)acetic acid